tert-butyl 4-formylazepane-1-carboxylate C(=O)C1CCN(CCC1)C(=O)OC(C)(C)C